COC1=C(CN2CC=3N=COC3C2=O)C=CC(=C1)OC 5-(2,4-dimethoxybenzyl)-4,5-dihydro-6H-pyrrolo[3,4-d]oxazol-6-one